4-(4-cyanobenzylidene)-2-(4-methoxystyryl)oxazol-5(4H)-one C(#N)C1=CC=C(C=C2N=C(OC2=O)C=CC2=CC=C(C=C2)OC)C=C1